CC(C(C)C1=C(C=C2C=NC=NN21)C#N)C 7-(3-methylbutan-2-yl)pyrrolo[2,1-f][1,2,4]triazine-6-carbonitrile